CC1(CCC(CC1)NC1=CC=C(C=C1)C(C)(C)CC)NC(OC(C)(C)C)=O tert-butyl (1-methyl-4-((4-(tert-pentyl)phenyl)amino)cyclohexyl)carbamate